Succinaldehyd C(CCC=O)=O